N=C(N1CCCC1)C1N(CCC1)C(=O)N (imino(pyrrolidin-1-yl)methyl)pyrrolidine-1-carboxamide